(S)-3-amino-4-(difluoromethylene)cyclopentene-1-carboxylic acid N[C@H]1C=C(CC1=C(F)F)C(=O)O